(2S)-N-(4-(cyclopropylamino)-3,4-dioxo-1-((S)-2-oxopyrrolidin-3-yl)butan-2-yl)-2-((S)-3-(4-methoxyphenyl)pentanamido)-4,4-dimethylpentanamide C1(CC1)NC(C(C(C[C@H]1C(NCC1)=O)NC([C@H](CC(C)(C)C)NC(C[C@H](CC)C1=CC=C(C=C1)OC)=O)=O)=O)=O